ClC=1C=C(C(=NC1C1(CC(C1)(F)F)C)C)C(=O)OC methyl 5-chloro-6-(3,3-difluoro-1-methyl-cyclobutyl)-2-methyl-pyridine-3-carboxylate